1,3-dichloro-5,5-dimethyl-imidazolidine-2,4-dione tert-butyl-6-chloro-3-iodo-1H-pyrrolo[3,2-c]pyridine-1-carboxylate C(C)(C)(C)OC(=O)N1C=C(C=2C=NC(=CC21)Cl)I.ClN2C(N(C(C2(C)C)=O)Cl)=O